tetrahydro-4H-[1,3]dioxolo[4,5-c]pyran-6-ol O1COC2COC(CC21)O